O=C1N(C(C=C1)=O)CCCCCC(=O)NCC(=O)NCC(=O)N[C@H](C(=O)O)CC1=CC=CC=C1 (2S)-2-(2-{2-[6-(2,5-dioxopyrrol-1-yl)hexanamido]acetamido}acetamido)-3-phenylpropanoic acid